(4-Methylpiperazin-1-yl)-N-(pent-2-yn-1-yl)-1H-benzo[d]imidazole-1-carboxamide CN1CCN(CC1)C1=NC2=C(N1C(=O)NCC#CCC)C=CC=C2